N-(3-triethoxysilylpropyl)-4-hydroxyoctanoamide C(C)O[Si](CCCNC(CCC(CCCC)O)=O)(OCC)OCC